Pyridine-2-thiol-1-oxide copper [Cu].[N+]=1(C(=CC=CC1)S)[O-]